6-fluoro-7-{3-[(3-methoxypropyl)carbamoyl]azetidin-1-yl}-4-oxo-1-(1,2,4-thiadiazol-5-yl)-1,4-dihydro-1,8-naphthyridine-3-carboxylic acid FC=1C=C2C(C(=CN(C2=NC1N1CC(C1)C(NCCCOC)=O)C1=NC=NS1)C(=O)O)=O